N-(4,5-dimethylthiazol-2-yl)-2-(3-(2-(2-(2-hydroxyethoxy)ethoxy)ethoxy)propanamido)benzamide CC=1N=C(SC1C)NC(C1=C(C=CC=C1)NC(CCOCCOCCOCCO)=O)=O